perfluorooctyl-fluorosilane F[Si](F)(C(C(C(C(C(C(C(C(F)(F)F)(F)F)(F)F)(F)F)(F)F)(F)F)(F)F)(F)F)F